C(C)(C)(C)[Si](OC[C@@H]1[C@@H](C1)COC1=C(C=CC(=N1)C(=O)NC(C(=O)OCC)(CC)CC)N1CC(C1)OC)(C)C |r| (rac)-cis-ethyl 2-(6-((2-(((tertbutyldimethylsilyl)oxy)methyl)cyclopropyl)methoxy)-5-(3-methoxyazetidin-1-yl)picolinamido)-2-ethylbutanoate